CC1(C(N(C(N1CC=1C=C2C(=NC1)NCC2(C(F)(F)F)C)=O)C2=CC=C(C=C2)SC(F)(F)F)=O)C 5,5-dimethyl-1-((3-methyl-3-(trifluoromethyl)-2,3-dihydro-1H-pyrrolo[2,3-b]pyridin-5-yl)methyl)-3-(4-((trifluoromethyl)thio)phenyl)imidazolidine-2,4-dione